C(#N)C=1C(=CC(=NC1N1[C@H](CC1)C)N1CC2(C1)CC(C2)C(=O)O)C(F)(F)F (S)-2-(5-cyano-6-(2-methylazetidin-1-yl)-4-(trifluoromethyl)pyridin-2-yl)-2-azaspiro[3.3]heptane-6-carboxylic acid